azabicyclo[3.2.1]octane-5-carboxylic acid N12CCCC(CC1)(C2)C(=O)O